9,9-bis((m-methoxybenzoyloxy)methyl)fluorene COC=1C=C(C(=O)OCC2(C3=CC=CC=C3C=3C=CC=CC23)COC(C2=CC(=CC=C2)OC)=O)C=CC1